OC(C(=O)C(F)(F)F)O 1,1-dihydroxy-3,3,3-trifluoroacetone